3-[(3-aminopropylamino)methyl]-N-[4-[[5-[6-chloro-4-(trifluoromethyl)-2-pyridinyl]-2,5-diazabicyclo[4.2.0]oct-2-yl]sulfonyl]phenyl]benzamide NCCCNCC=1C=C(C(=O)NC2=CC=C(C=C2)S(=O)(=O)N2C3CCC3N(CC2)C2=NC(=CC(=C2)C(F)(F)F)Cl)C=CC1